methylene-8-nitro-1,2,3,5,6,7-hexahydro-s-indacene C=C1CCC2=CC=3CCCC3C(=C12)[N+](=O)[O-]